2'-O-methyl-Guanosine CO[C@H]1[C@@H](O[C@@H]([C@H]1O)CO)N1C=NC=2C(=O)NC(N)=NC12